S(=O)(Cl)Cl ThionylChloride